ClC1=CC=C(C=C1)C1=NOC(=N1)C(=O)O (4-chlorophenyl)-1,2,4-oxadiazole-5-carboxylic acid